BrC1=CC=C(C=2OC(OC21)(C)C2=C(C=C(C=C2)Cl)F)F 4-bromo-2-(4-chloro-2-fluorophenyl)-7-fluoro-2-methyl-1,3-benzodioxole